isopropyl (6-{[4-(pyrazol-1-yl)benzyl](pyridin-3-ylsulfonyl)aminomethyl}pyridin-2-ylamino)acetate N1(N=CC=C1)C1=CC=C(CC(C2=CC=CC(=N2)NCC(=O)OC(C)C)NS(=O)(=O)C=2C=NC=CC2)C=C1